C(C)(=O)C1=C(C2=C(N=C(N=C2)NC2=CC=C(C=N2)N2CCN(CC2)CC=2C=C(C=CC2)N2C(NC(CC2)=O)=O)N(C1=O)C1CCCC1)C 1-(3-((4-(6-((6-acetyl-8-cyclopentyl-5-methyl-7-oxo-7,8-dihydropyrido[2,3-d]pyrimidin-2-yl)amino)pyridin-3-yl)piperazin-1-yl)methyl)phenyl)dihydropyrimidine-2,4(1H,3H)-dione